FC1=CC2=C(CN(CCO2)C2=CC(=C(C(=C2)C)NC(CC23CC(C2)(C3)F)=O)C)C=C1 N-(4-(8-fluoro-2,3-dihydrobenzo[f][1,4]oxazepin-4(5H)-yl)-2,6-dimethylphenyl)-2-(3-fluorobicyclo[1.1.1]pentane-1-yl)acetamide